4-(3-amino-5-ethynylpyridin-4-yl)-2-chloro-5-fluoro-N-(5-hydroxy-6-(2H-1,2,3-triazol-2-yl)pyridin-3-yl)benzamide NC=1C=NC=C(C1C1=CC(=C(C(=O)NC=2C=NC(=C(C2)O)N2N=CC=N2)C=C1F)Cl)C#C